CC1=C(C=CC=C1C)C1=C(C=CC=C1)B(O)O 2',3'-DIMETHYLBIPHENYL-2-YLBORONIC ACID